N1=C(C=CC=C1)C1=NC=CC=C1.[Rh] rhodium bipyridine